3-aminopropyl vinyl ether C(=C)OCCCN